NC1=C(C(=O)N(C)OC)C=CC(=N1)C 2-amino-N-methoxy-N,6-dimethylnicotinamide